CC1=NC=2C(=NC(=CC2NS(=O)(=O)CC)C=2C3=C(C(N(C2)C)=O)NC=C3)N1CC1=CC=C(C=C1)C(F)(F)F N-(2-methyl-5-(6-methyl-7-oxo-6,7-dihydro-1H-pyrrolo[2,3-c]pyridin-4-yl)-3-(4-(trifluoromethyl)benzyl)-3H-imidazo[4,5-b]pyridin-7-yl)ethanesulfonamide